ClC1=CN(C2=NC=CC(=C21)OC2=C(C=C(C=C2F)N=C=S)F)COCC[Si](C)(C)C 3-chloro-4-(2,6-difluoro-4-isothiocyanatophenoxy)-1-{[2-(trimethylsilyl)ethoxy]methyl}-1H-pyrrolo[2,3-b]pyridine